BrC1=C(C=C(C(=C1)Br)F)I 2,4-dibromo-5-fluoro-iodobenzene